C(C)N1OC(C2C1C(CC(C2)C2=C(C=CC=C2)OC)C)(C)C 1-ethyl-5-(2-methoxyphenyl)-3,3,7-trimethyloctahydrobenzo[c]isoxazole